C(C)(C)(C)OC(NCCCCCCC#CC1=CC2=C(N(C(N2C)=O)C2C(NC(CC2)=O)=O)C=C1)=O [8-[1-(2,6-Dioxopiperidin-3-yl)-3-methyl-2-oxo-1,3-benzodiazol-5-yl]oct-7-yn-1-yl]carbamic acid tert-butyl ester